2,7-dichloropterin ClC1(NC2=NC(=CN=C2C(N1)=O)Cl)N